BrC1=CC=C(CC2CN(C2)C(CCF)([2H])[2H])C=C1 3-(4-bromobenzyl)-1-(1,1-dideuterio-3-fluoro-propyl)azetidine